FC1(CCC(CC1)[C@H](NC(OCC1=CC=CC=C1)=O)C=1NC=2C(=NC(=CC2)C2(CCC(CC2)(F)F)C(NCC(F)(F)F)=O)N1)F Benzyl N-[(S)-(4,4-difluorocyclohexyl){5-[4,4-difluoro-1-(2,2,2-trifluoroethyl-carbamoyl)cyclohexyl]-1H-imidazo[4,5-b]pyridin-2-yl}methyl]carbamate